[K].[K].NCCNCCC[Si](OC)(OC)OC 3-(2-aminoethyl-amino)propyl-trimethoxysilane dipotassium